1-(Quinolin-6-yl)ethan-1-one N1=CC=CC2=CC(=CC=C12)C(C)=O